ethyl 2-(4-bromo-2-(2-((2-chloro-5-(((6-chloropyridin-2-yl)oxy)methyl)benzyl)oxy)ethyl)-5-fluorophenyl)acetate BrC1=CC(=C(C=C1F)CC(=O)OCC)CCOCC1=C(C=CC(=C1)COC1=NC(=CC=C1)Cl)Cl